BrC1=C(C(=C(C(=C1)F)CC(=O)O)F)F 2-(4-bromo-2,3,6-trifluorophenyl)acetic acid